(3S)-7-((S)-4-acryloyl-2-methylpiperazin-1-yl)-9-chloro-10-(2-fluoro-6-hydroxyphenyl)-3-(hydroxymethyl)-2H-[1,4]oxazino[2,3,4-ij]quinazolin-5(3H)-one C(C=C)(=O)N1C[C@@H](N(CC1)C1=NC(N2C3=C(C(=C(C=C13)Cl)C1=C(C=CC=C1O)F)OC[C@@H]2CO)=O)C